C[Si](CCCC=C(C(=O)O)C)(O[Si](C)(C)C)O[Si](C)(C)C.C(C(=C)C)(=O)OCCC[SiH2]C(O[Si](C)(C)C)O[Si](C)(C)C 3-methacryloxypropylbis(trimethylsiloxy)methylsilane (3-[Methyl-bis(trimethylsilyloxy) silyl] propyl-methylprop-2-enoate)